tert-butyl-[1-[2-iodo-5-(trifluoromethyl)pyrimidin-4-yl]azetidin-3-yl]oxy-dimethyl-silane C(C)(C)(C)[Si](C)(C)OC1CN(C1)C1=NC(=NC=C1C(F)(F)F)I